4-[(3-hydroxy-3-methyl-butyl)-[4-(5,6,7,8-tetrahydro-1,8-naphthyridin-2-yl)butyl]amino]-2-[[3-(1-methylpyrazol-4-yl)benzoyl]amino]butanoic acid OC(CCN(CCC(C(=O)O)NC(C1=CC(=CC=C1)C=1C=NN(C1)C)=O)CCCCC1=NC=2NCCCC2C=C1)(C)C